C[C@H](CC1=CC=CC=C1)NC(C(CCCNC(=N)N)NC(C)=O)=O 2-Acetylamino-5-guanidino-pentanoic acid ((R)-1-methyl-2-phenylethyl)-amide